ClC=1N=CC=C2C1NC=C2I 7-chloro-3-iodo-1H-pyrrolo[2,3-c]pyridine